(S)-5-chloro-N-(8-chloro-5-methyl-4-oxo-2,3,4,5-tetrahydropyrido[3,2-b]-[1,4]oxazepin-3-yl)-4-(4-chlorophenyl)pyrimidine-2-carboxamide ClC=1C(=NC(=NC1)C(=O)N[C@@H]1C(N(C2=C(OC1)C=C(C=N2)Cl)C)=O)C2=CC=C(C=C2)Cl